ClC1=C(C=CC=C1)[C@@H]1N(CCCC1)C=1C(=C(C(=O)N[C@H](C)\C=C\S(=O)(=O)C)C=CC1)F ((R)-2-(2-Chlorophenyl)piperidin-1-yl)-2-fluoro-N-((R,E)-4-(methylsulfonyl)but-3-en-2-yl)benzamide